(R)-(4-Fluorophenyl)(1-(2-fluorophenyl)-8-methyl-3-(3-methyl-1,2,4-thiadiazol-5-yl)-5,6-Dihydroimidazo[1,5-a]pyrazin-7(8H)-yl)methanone FC1=CC=C(C=C1)C(=O)N1[C@@H](C=2N(CC1)C(=NC2C2=C(C=CC=C2)F)C2=NC(=NS2)C)C